The molecule is an organic nitrate salt obtained by reaction of equimolar amounts of (S)-eberconazole and nitric acid. It contains a (S)-eberconazole(1+). It is an enantiomer of a (R)-eberconazole nitrate. C1CC2=C([C@H](C3=CC=CC=C31)N4C=CN=C4)C(=CC(=C2)Cl)Cl.[N+](=O)(O)[O-]